ClC=1C=C(C=CC1F)[C@]1(CC[C@H]2N(CCN(C2)C(=O)C2=C(C(=CC=C2)N2C[C@@H](CC2)O)Cl)C1)O [(7S,9aR)-7-(3-chloro-4-fluorophenyl)-7-hydroxy-3,4,6,8,9,9a-hexahydro-1H-pyrido[1,2-a]pyrazin-2-yl]-[2-chloro-3-[(3R)-3-hydroxypyrrolidin-1-yl]phenyl]methanone